CC=1N(C=CN1)C1=CC(=NC=N1)N1CCC(CC1)C(=O)O 1-[6-(2-Methylimidazol-1-yl)pyrimidin-4-yl]piperidine-4-carboxylic acid